1-(4-(ethylsulfonyl)morpholin-2-yl)-N-methylmethanamine C(C)S(=O)(=O)N1CC(OCC1)CNC